ClC1=C(C=CC(=C1)I)F 2-chloro-1-fluoro-4-iodo-benzene